FC=1C(=NC(=NC1)NC1CCN(CC1)S(=O)(=O)C)C1=C(N=C(S1)C1COC1)C 5-fluoro-4-(4-methyl-2-(oxetan-3-yl)thiazol-5-yl)-N-(1-(methylsulfonyl)piperidin-4-yl)pyrimidin-2-amine